ethyl-4-((E)-2-ethoxybenzylidene)-2-methylhexa-2-enoate C(C)OC(C(=C/C(/CC)=C/C1=C(C=CC=C1)OCC)C)=O